C(C)(C)(C)OC(=O)[C@@H]1N[C@H]([C@]([C@H]1C1=CC(=CC=C1)OC)(C#N)C1=C(C=C(C=C1)Cl)F)CC(C)(C)C (2R,3R,4R,5S)-4-(4-chloro-2-fluorophenyl)-3-(3-methoxyphenyl)-4-cyano-5-neopentylpyrrolidine-2-carboxylic acid tert-butyl ester